(R)-3-(1-(7-(5-(difluoromethyl)-1H-pyrazol-4-yl)-4-oxoquinazolin-3(4H)-yl)ethyl)-N-((tetrahydro-2H-pyran-4-yl)methyl)benzamide Magnesium pidolat N1[C@@H](CCC1=O)C(=O)[O-].[Mg+2].FC(C1=C(C=NN1)C1=CC=C2C(N(C=NC2=C1)[C@H](C)C=1C=C(C(=O)NCC2CCOCC2)C=CC1)=O)F.N1[C@@H](CCC1=O)C(=O)[O-]